4-Bromo-N-(2-hydroxy-6-methyl-phenyl)-2-methyl-benzenesulfonamide BrC1=CC(=C(C=C1)S(=O)(=O)NC1=C(C=CC=C1C)O)C